N1-Methyl-adenosine CN1C(C=2N=CN([C@H]3[C@H](O)[C@H](O)[C@@H](CO)O3)C2N=C1)=N